1-(2-deoxy-β-D-ribofuranosyl)-2-oxo-imidazole-4-carboxamide [C@@H]1(C[C@H](O)[C@H](O1)CO)N1C(NC(=C1)C(=O)N)=O